tert-butyl-2-chloro-4-fluoropyridine C(C)(C)(C)C=1C(=NC=CC1F)Cl